3,3''-((5-iodo-1,3-phenylene)bis(oxy))di-1,1'-biphenyl IC=1C=C(C=C(C1)OC=1C=C(C=CC1)C1=CC=CC=C1)OC=1C=C(C=CC1)C1=CC=CC=C1